2-(4-chlorophenyl)-4-(thiophene-2-carbonyl)-2,4-dihydro-3H-1,2,4-triazol-3-one ClC1=CC=C(C=C1)N1N=CN(C1=O)C(=O)C=1SC=CC1